(3-methoxyphenyl)-1-(4-(hydroxycarbamoyl)benzyl)-1H-indole-3-carboxamide COC=1C=C(C=CC1)C=1N(C2=CC=CC=C2C1C(=O)N)CC1=CC=C(C=C1)C(NO)=O